tert-Butyl endo-3-((4-((4-([1,2,4]triazolo[1,5-a]pyridin-7-yloxy)-2-fluoro-3-methylphenyl)amino)-7-ethoxyquinazolin-6-yl)oxy)-8-azabicyclo[3.2.1]octane-8-carboxylate N=1C=NN2C1C=C(C=C2)OC2=C(C(=C(C=C2)NC2=NC=NC1=CC(=C(C=C21)OC2CC1CCC(C2)N1C(=O)OC(C)(C)C)OCC)F)C